FC(C1=C(NC=N1)CN)(F)F [5-(trifluoromethyl)-3H-imidazol-4-yl]methylamine